ClC1=C(C=CC=C1)NC1CC(CCC1Cl)NF 2-(o-chlorophenylamino)-3-chloro-6-cyclohexylaminofluorane